C(C)(C)(C)[S@@](=O)N[C@H](C)C=1C(=C(C=CC1)C(C1CN(CCO1)C(=O)OC(C)(C)C)(F)F)F tert-butyl 2-[[3-[(1R)-1-[[(R)-tert-butylsulfinyl]amino]ethyl]-2-fluoro-phenyl]-difluoro-methyl]morpholine-4-carboxylate